3-(6-chlorofuro[3,2-b]pyridin-3-yl)-2-fluorobenzonitrile ClC=1C=C2C(=NC1)C(=CO2)C=2C(=C(C#N)C=CC2)F